C(C)OC1=C(C(=CC=C1)O)C=1C(=CC=CC1)O ethoxybiphenol